CC1(CC1)NC(=O)N (1-methylcyclopropyl)urea